4-((3-(1-(2-fluorobenzyl)-1H-benzo[d]imidazol-6-yl)-1H-pyrazol-5-yl)amino)-N-(1-methylpiperidin-4-yl)benzamide FC1=C(CN2C=NC3=C2C=C(C=C3)C3=NNC(=C3)NC3=CC=C(C(=O)NC2CCN(CC2)C)C=C3)C=CC=C1